ETHYLAMINE TRIFLUOROACETATE FC(C(=O)O)(F)F.C(C)N